OC1=CC=C2C=3C=CC=CC3C(C2=C1)=O 7-hydroxy-9-fluorenone